5-chloro-1-(2-(4-fluoro-2-methoxy-5-nitrophenylamino)pyrimidin-4-yl)-3-methyl-1H-benzo[d]imidazol-2(3H)-one ClC1=CC2=C(N(C(N2C)=O)C2=NC(=NC=C2)NC2=C(C=C(C(=C2)[N+](=O)[O-])F)OC)C=C1